COC1=CC=C(C=C1)CNC(=O)N1CCC2(C(C2)CNC(=O)C2=CC=3C(=CN=CC3)O2)CC1 N-[[6-[(4-methoxyphenyl)methylcarbamoyl]-6-azaspiro[2.5]octan-2-yl]methyl]furo[2,3-c]pyridine-2-carboxamide